COC1=C2C(=C3C(=CC(=NC3=C1OC)C(=O)O)C(=O)O)NC(=C2)C(=O)O 4,5-dimethoxy-1H-pyrrolo[2,3-f]quinoline-2,7,9-tricarboxylic acid